COC(=O)C=1C=CC2=C(N(C([C@H](CS2)NC(=O)OC(C)(C)C)=O)CC2=CC=C(C=C2)OC2=CC=CC=C2)C1 (3R)-3-(tert-Butoxycarbonylamino)-4-oxo-5-[(4-phenoxyphenyl)methyl]-2,3-dihydro-1,5-benzothiazepine-7-Carboxylic acid methyl ester